(trifluoromethyl) naphthalene-1,3-diylbis(2,2-dimethylpropionate) C1(=CC(=CC2=CC=CC=C12)CC(C(=O)[O-])(C)C)CC(C(=O)OC(F)(F)F)(C)C